ClC1=CC(=C(C=C1)CON1N=C(C=C1)C1CCN(CC1)CC1=NC2=C(N1C[C@H]1OCC1)C=C(C=C2)C(=O)O)F 2-[(4-{1-[(4-chloro-2-fluorophenyl)methoxy]-1H-pyrazol-3-yl}piperidin-1-yl)methyl]-1-{[(2S)-oxetan-2-yl]methyl}-1H-benzimidazole-6-carboxylic acid